methyl 3-(4-bromo-1H-pyrazol-1-yl)-2,2-dimethylpropanoate BrC=1C=NN(C1)CC(C(=O)OC)(C)C